lithium-nickel-manganese-cobalt-aluminum [Al].[Co].[Mn].[Ni].[Li]